endo-cis-bicyclo[2.2.1]-5-heptene-2,3-dicarboxylic acid C12C(C(C(C=C1)C2)C(=O)O)C(=O)O